C(CCCCCCCCC)N(C(CCCCCCCCC)=O)CCCCCCCCO N-decyl-N-(8-hydroxyoctyl)decanamide